BrC[C@](C(=O)NC=1C=NC(=CC1)C#N)(C)O (R)-3-Bromo-N-(6-cyanopyridin-3-yl)-2-hydroxy-2-methylpropanamide